CC1=NC(=NC=2N([C@H](C(N(C12)C)=O)C)C)N[C@@H]1C[C@H](CC1)OC1=CC(=C(C(=C1)F)F)F (7S)-4,5,7,8-tetramethyl-2-((trans-3-(3,4,5-trifluorophenoxy)cyclopentyl)amino)-7,8-dihydropteridin-6(5H)-one